2-(3-(((4-((1-(6-(4H-1,2,4-triazol-4-yl)-1H-benzo[d][1,2,3]triazol-4-yl)azetidin-3-yl)oxy)butyl)amino)methyl)-5-(trifluoromethoxy)phenyl)acetonitrile N=1N=CN(C1)C=1C=C(C2=C(NN=N2)C1)N1CC(C1)OCCCCNCC=1C=C(C=C(C1)OC(F)(F)F)CC#N